O=C1NC(C[C@@H]1NC(CCCCCCCCC(=O)N[C@@H]1C(NC(C1)=O)=O)=O)=O N1,N10-Bis((S)-2,5-dioxopyrrolidin-3-yl)decanediamide